ClC=1C(=CC(=C(C1)C1=C(C(=CC=C1)C[C@@H]1N(CC([C@@H]1NS(=O)(=O)CC)(F)F)C(=O)[C@@H]1OCC1)F)F)F N-{(2S,3R)-2-[(5'-chloro-2,2',4'-trifluoro-[1,1'-biphenyl]-3-yl)methyl]-4,4-difluoro-1-[(2R)-oxetane-2-carbonyl]pyrrolidin-3-yl}ethanesulfonamide